(E)-N-benzylidene-1-(piperidine-4-yl)methanamine C(/C1=CC=CC=C1)=N\CC1CCNCC1